3-(oxolan-3-yl)urea O1CC(CC1)NC(N)=O